BrC=1C=C(C=CC1)C1=CC=CC(=C1)C1=CC=CC=C1 2-(3-bromophenyl)-4,6-biphenyl